B(O)(O)C=1C=C(C(=O)O)C=CC1 3-boronobenzoic acid